tert-butyl (3-(3-(2-(2-Methoxyethoxy)ethoxy)phenyl)imidazo[1,2-a]pyridin-6-yl)(methyl)carbamate COCCOCCOC=1C=C(C=CC1)C1=CN=C2N1C=C(C=C2)N(C(OC(C)(C)C)=O)C